2-(Thien-2-yl)morpholine-4-carboxylic acid tert-butyl ester C(C)(C)(C)OC(=O)N1CC(OCC1)C=1SC=CC1